NC1=C(C=C(C=N1)C1=CC=C(C=C1)NC(=O)N1CCN(CC1)C)OC(C)C1=C(C(=CC=C1Cl)F)Cl 4-methyl-piperazine-1-carboxylic acid (4-{6-amino-5-[1-(2,6-dichloro-3-fluoro-phenyl)-ethoxy]-pyridin-3-yl}-phenyl)-amide